FC(CC=1C=C(C(=O)O)C=CN1)(F)F 2-(2,2,2-trifluoroethyl)isonicotinic acid